FC1=C(C=C(C=C1)C(=O)C=1C(=C2C=CNC2=C(C1F)F)F)C=1NC=C(N1)C1(CCOC2=C(C=CC=C12)CCC(=O)O)C 3-(4-(2-(2-fluoro-5-(4,6,7-trifluoro-1H-indole-5-carbonyl)phenyl)-1H-imidazol-4-yl)-4-methylchroman-8-yl)propanoic acid